C=CC1=NNN=C1 VINYLTRIAZOLE